((1S,4R,6R)-6-((5-chloropyridin-2-yl)amino)-2-azabicyclo[2.2.2]oct-2-yl)(6-methyl-3-(2H-1,2,3-triazol-2-yl)pyridin-2-yl)methanone ClC=1C=CC(=NC1)N[C@@H]1C[C@@H]2CN([C@H]1CC2)C(=O)C2=NC(=CC=C2N2N=CC=N2)C